FC1=NC(=CC=C1C=1CCN(CC1)C(=O)OC(C)(C)C)C(=O)OC 1'-tert-butyl 6-methyl 2-fluoro-3',6'-dihydro-2'H-[3,4'-bipyridine]-1',6-dicarboxylate